C(C)C1=CC2=C(CCOC23CCN(CC3)CC=3C=CC(=NC3)C(=O)O)S1 5-[(2-ethylspiro[6,7-dihydrothieno[3,2-c]pyran-4,4'-piperidine]-1'-yl)methyl]pyridine-2-carboxylic acid